6-((2-aminocyclopentyl)oxy)picolinic acid NC1C(CCC1)OC1=CC=CC(=N1)C(=O)O